tert-butyl 7-(methylamino)-2-azaspiro[3.5]nonane-2-carboxylate CNC1CCC2(CN(C2)C(=O)OC(C)(C)C)CC1